C[Si](O[C@@H]1CC[C@H](CC1)N)(C(C)(C)C)C trans-4-{[dimethyl-(2-methyl-2-propyl)silyl]oxy}cyclohexylamine